Dichloro-isophthalamide ClC1=CC(=C(C=C1C(=O)N)C(=O)N)Cl